butyl-(3R)-3-(3-bromo-5-chloro-phenyl)piperazine-1-carboxylate C(CCC)OC(=O)N1C[C@H](NCC1)C1=CC(=CC(=C1)Cl)Br